6-bromo-2-(1-cyclopropylpiperidin-4-yl)-8-fluoroquinazoline-4(3H)one BrC=1C=C2C(NC(=NC2=C(C1)F)C1CCN(CC1)C1CC1)=O